IC1=NN(C2=C1C=NC(=C2)CC(=O)N)C2OCCCC2 (3-iodo-1-(tetrahydro-2H-pyran-2-yl)-1H-pyrazolo[4,3-c]pyridin-6-yl)acetamide